C1(=CC=CC=C1)S(=O)(=O)C=1SC=CC1 (S)-phenylthiophenyl sulfone